C1(CC1)CN(C1=NCC(N1)=O)C 2-((cyclopropylmethyl)(methyl)amino)-3,5-dihydro-4H-imidazol-4-one